1-(4-((4-(3-chloro-4-(2-chloro-3-(6-methoxy-5-((methylamino)methyl)pyridin-2-yl)phenyl)pyridin-2-yl)-2-methoxybenzyl)amino)piperidin-1-yl)ethan-1-one ClC=1C(=NC=CC1C1=C(C(=CC=C1)C1=NC(=C(C=C1)CNC)OC)Cl)C1=CC(=C(CNC2CCN(CC2)C(C)=O)C=C1)OC